(S,E)-Methyl-7-(1-(2-((1R,2R,4S)-bicyclo[2.2.1]heptan-2-ylamino)-2-oxoethyl)-2-oxo-1,2-dihydropyridin-3-ylamino)-6-(3-methylbenzofuran-2-carboxamido)-7-oxohept-2-enoat COC(\C=C\CC[C@@H](C(=O)NC=1C(N(C=CC1)CC(=O)N[C@H]1[C@@H]2CC[C@H](C1)C2)=O)NC(=O)C=2OC1=C(C2C)C=CC=C1)=O